ClC1=C(C=CC=C1Cl)NC(=O)NCCN(C1=CC(=CC=C1)C)CC 1-(2,3-dichlorophenyl)-3-[2-(N-ethyl-3-methylanilino)ethyl]urea